methyl 2-(2-(4-((2-methoxyethoxy)methoxy)-3-(methylsulfonamido)phenyl)-1-oxo-1,2,3,4-tetrahydroisoquinolin-6-yl)-5-(trifluoromethyl)benzoate COCCOCOC1=C(C=C(C=C1)N1C(C2=CC=C(C=C2CC1)C1=C(C(=O)OC)C=C(C=C1)C(F)(F)F)=O)NS(=O)(=O)C